3,3-difluorocyclopentane-1-carboxaldehyde FC1(CC(CC1)C=O)F